C1(=CC=CC=C1)C(CCNC12CC(C1)(C2)C2=CC=NC=C2)=O 1-phenyl-3-((3-(pyridin-4-yl)bicyclo[1.1.1]pentan-1-yl)amino)propan-1-one